5-chloro-8-((4-fluoro-1-(furan-2-yl)-1H-indazol-6-yl)sulfonyl)-3-hydroxyquinazoline-2,4(1H,3H)-dione ClC1=C2C(N(C(NC2=C(C=C1)S(=O)(=O)C1=CC(=C2C=NN(C2=C1)C=1OC=CC1)F)=O)O)=O